[Si](C)(C)(C(C)(C)C)OC1C2(CCC(C1)(CC2)C(=O)NN)NC(COC2=CC(=C(C=C2)Cl)F)=O N-(2-((tert-butyldimethylsilyl)oxy)-4-(hydrazinecarbonyl)bicyclo[2.2.2]octan-1-yl)-2-(4-chloro-3-fluorophenoxy)acetamide